N1(CCC1)C(=O)C=1N=C2N(N1)C(CC2)C2=C(C=CC=C2)F Azetidin-1-yl-[5-(2-fluorophenyl)-6,7-dihydro-5H-pyrrolo[1,2-b][1,2,4]triazol-2-yl]methanon